CN1CC[C@@]2([C@H]1N(C1=CC=C(C=C21)OC(NCCCCCCCCN2C[C@H](O[C@H](C2)C)C)=O)C)C N-[8-(cis-2,6-dimethylmorpholin-4-yl)octyl]carbamic acid (3aS,8aR)-1,3a,8-trimethyl-1,2,3,3a,8,8a-hexahydropyrrolo[2,3-b]indol-5-yl ester